CC1=C(C=C(C=C1)CCN[C@@H]([C@H]1CNC2=C(N1)N=CC=C2)C2=CC=CC=C2)[C@H](C(=O)O)C |o1:27| (R or S)-2-(2-methyl-5-(2-(((R)-phenyl((R)-1,2,3,4-tetrahydropyrido[2,3-b]pyrazin-3-yl)methyl)amino)ethyl)phenyl)propanoic acid